CC1=C(C(=O)N[C@H](C)C2=CC=CC3=CC=CC=C23)C=C(C=C1)N1[C@H]2CN([C@@H](C1)C2)C 2-Methyl-5-[(1R,4R)-5-methyl-2,5-diazabicyclo[2.2.1]heptan-2-yl]-N-[(1R)-1-(1-naphthyl)ethyl]benzamide